BrC1=C(C(=C(C=C1)CN1[C@H](CN(CC1)C(=O)OC(C)(C)C)CO)F)Cl Tert-butyl (3R)-4-[(4-bromo-3-chloro-2-fluorophenyl)methyl]-3-(hydroxymethyl)piperazine-1-carboxylate